ClC=1C=CC=2C(=C3N(C2C1C=1C(=NN(C1C)C)C)C(CN(C3=O)C3=C(N(C1=CC=CC=C31)C)C(=O)O)C)CCCOC3=CC(=C(C(=C3)C)Cl)C 7-chloro-10-(3-(4-chloro-3,5-dimethylphenoxy)propyl)-4-methyl-1-oxo-6-(1,3,5-trimethyl-1H-pyrazol-4-yl)-3,4-dihydropyrazino[1,2-a]indol-2(1H)-yl-1-methyl-1H-indole-2-carboxylic acid